C1(CCCC1)N1C(N(C=2C1=C1C(=NC2)NC(=C1C1=CCC(CC1)OC)C1=CC=C(C=C1)CN1CCC(CC1)S(=O)(=O)C)C)=O 1-Cyclopentyl-8-(4-methoxycyclohex-1-en-1-yl)-3-methyl-7-(4-((4-(methylsulfonyl)piperidin-1-yl)methyl)phenyl)-3,6-dihydroimidazo[4,5-d]pyrrolo[2,3-b]pyridin-2(1H)-on